ethyl 2-[2-(2-ethoxy-2-oxo-ethyl)-1,3-dithiolan-2-yl]acetate C(C)OC(CC1(SCCS1)CC(=O)OCC)=O